CN1C(N(CC1)[C@H]1CN(CCC1)C=1N=C(C(=NC1)C(=O)N)NC=1C=NC(=NC1)C1CCNCC1)=O (R)-5-(3-(3-methyl-2-oxoimidazolidin-1-yl)piperidin-1-yl)-3-((2-(piperidin-4-yl)pyrimidin-5-yl)amino)pyrazine-2-carboxamide